N-[(4R)-6-chloro-3,4-dihydro-2H-1-benzopyran-4-yl]-2-[3-(4-chloro-3-isopropyloxyphenyl)-1-methyl-1H-1,2,4-triazol-5-yl]acetamide ClC=1C=CC2=C([C@@H](CCO2)NC(CC2=NC(=NN2C)C2=CC(=C(C=C2)Cl)OC(C)C)=O)C1